methanesulfonyl-(2-dicyclohexylphosphino-2,6-di-isopropoxy-1,1-biphenyl) CS(=O)(=O)C1C(C(=C(C=C1)OC(C)C)C1=CC=CC=C1)(OC(C)C)P(C1CCCCC1)C1CCCCC1